4-butyl-1,3-bis(2,4-difluorophenyl)-5-methyl-4,5-dihydro-1H-pyrazole-5-carboxamide C(CCC)C1C(=NN(C1(C(=O)N)C)C1=C(C=C(C=C1)F)F)C1=C(C=C(C=C1)F)F